N-methyl-N-p-methylphenyl-4-((2-aminomethyl-3-fluoroallyl)oxy)-benzamide trifluoroacetate FC(C(=O)O)(F)F.CN(C(C1=CC=C(C=C1)OCC(=CF)CN)=O)C1=CC=C(C=C1)C